5-chloro-1,2-dihydro-N-ethyl-4-hydroxy-1-methyl-2-oxo-N-phenyl-3-quinolinecarboxamide ClC1=C2C(=C(C(N(C2=CC=C1)C)=O)C(=O)N(C1=CC=CC=C1)CC)O